5-methyl-2-methylsulfanyl-(methylsulfanyl)-N-[(1R)-1-(1-naphthyl)ethyl]pyrimidine-4-carboxamide CC=1C(=NC(=NC1SC)SC)C(=O)N[C@H](C)C1=CC=CC2=CC=CC=C12